CN1N=CC(=C1)[C@@H]1N(OCC1)C1=CC(=NC=N1)NC1=CC=C(C=C1)N1CCN(CC1)C (R)-6-(3-(1-methyl-1H-pyrazol-4-yl)isoxazolidin-2-yl)-N-(4-(4-methylpiperazine-1-yl)phenyl)pyrimidin-4-amine